O=C1C2=C(N(C3=C(N1)C=CC=C3)CCCNC/C=C/C(=O)OCC)C=C(C=C2)C(F)(F)F ethyl (E)-4-{[3-(11-oxo-3-(trifluoromethyl)-10,11-dihydro-5H-dibenzo[b,e][1,4]diazepin-5-yl)propyl]amino}but-2-enoate